ZINC L-PYROGLUTAMATE N1[C@@H](CCC1=O)C(=O)[O-].[Zn+2].N1[C@@H](CCC1=O)C(=O)[O-]